(R)-1-(4-(2-(3-bromo-4-((s)-3-chloro-2-hydroxypropoxy)phenyl)propan-2-yl)phenoxy)-3-(4-(hydroxymethyl)-5-iodo-1H-1,2,3-triazol-1-yl)propan-2-ol BrC=1C=C(C=CC1OC[C@@H](CCl)O)C(C)(C)C1=CC=C(OC[C@@H](CN2N=NC(=C2I)CO)O)C=C1